C(C)N1CCN(CC1)CC1=CC=C(N)C=C1 4-((4-ethylpiperazin-1-yl)methyl)aniline